C(C(C)C)OC(C)=O.C1CCCCC1 Cyclohexane Isobutyl-acetate